BrC1=CCC(C(C1=O)C1=CC=C(C=C1)C(C)(C)C)=O 6-bromo-2-(4-tert-butylphenyl)-1H-benzene-1,3(2H)-dione